5-methylphenyl carbonate C(OC1=CC=CC(=C1)C)([O-])=O